bis(3-triethoxysilylpropyl-iso-propoxy)tetrasulfide C(C)O[Si](CCCC(C)(C)OSSSSOC(C)(C)CCC[Si](OCC)(OCC)OCC)(OCC)OCC